FC=1C=C(C=CC1N1CCC2(OCCO2)CC1)N1C(NC(CC1)=O)=O 1-(3-fluoro-4-(1,4-dioxa-8-azaspiro[4.5]dec-8-yl)phenyl)dihydropyrimidine-2,4(1H,3H)-dione